FC1=C(C=C2CC([C@H](C2=C1)NC(O[C@@H]1CN2CCC1CC2)=O)(C)C)C2=CC=C(C=C2)OCC(C)C (S)-quinuclidin-3-yl ((R)-6-fluoro-5-(4-isobutoxyphenyl)-2,2-dimethyl-2,3-dihydro-1H-inden-1-yl)carbamate